1-[3-(2-chloro-5-fluoro-pyrimidin-4-yl)phenyl]piperidin-2-one ClC1=NC=C(C(=N1)C=1C=C(C=CC1)N1C(CCCC1)=O)F